BrC=1C(=C(C=CC1)N1C(C(C2=CC(=CC=C12)C1CCN(CC1)C(=O)OC(C)(C)C)(C)C)=O)C#N tert-butyl 4-(1-(3-bromo-2-cyanophenyl)-3,3-dimethyl-2-oxoindolin-5-yl)piperidine-1-carboxylate